OCCOCCN1C(C2=CC=CC=C2C1=O)=O 2-(2-(2-hydroxyethoxy)ethyl)isoindoline-1,3-dione